N=1C=NN2C1C=C(C=C2)CC2=C(C=C(C=C2)NC2=NC=NC1=CC=C(C(=C21)F)N2C(CN(CC2)C(=O)OC(C)(C)C)C)C tert-butyl 4-(4-((4-([1,2,4]triazolo[1,5-a]pyridin-7-ylmethyl)-3-methylphenyl)amino)-5-fluoroquinazolin-6-yl)-3-methylpiperazine-1-carboxylate